C(C)(C)(C)OC(=O)N1CCC(CC1)C1=CN=CC2=C1OCCN2C2C(NC(CC2)=O)=O 4-(4-(2,6-dioxopiperidin-3-yl)-3,4-dihydro-2H-pyrido[4,3-b][1,4]oxazin-8-yl)piperidine-1-carboxylic acid tert-butyl ester